Methyl 4-nitro-2-[2-(2-pyridyl)ethylsulfamoyl]benzoate [N+](=O)([O-])C1=CC(=C(C(=O)OC)C=C1)S(NCCC1=NC=CC=C1)(=O)=O